C(CC)(=O)O.N1=NC(=NC=C1)C(=O)N (1,2,4-triazine-3-carboxamide) propanoate